Methoxy-2-morpholinooxazolo[4,5-b]pyridine-6-carbaldehyde COC1=C(C=C2C(=N1)N=C(O2)N2CCOCC2)C=O